2-[2-(6-Chloropyridin-2-yl)-5-(ethylsulfonyl)-1-methyl-1H-imidazol-4-yl]-3-methyl-6-(trifluoromethyl)-3H-imidazo[4,5-c]pyridine ClC1=CC=CC(=N1)C=1N(C(=C(N1)C1=NC2=C(C=NC(=C2)C(F)(F)F)N1C)S(=O)(=O)CC)C